N-[5-(1H-benzimidazol-2-yl)-1-methyl-pyrazol-3-yl]-6-[2-(hydroxymethyl)morpholin-4-yl]-2-methyl-pyridine-3-carboxamide N1C(=NC2=C1C=CC=C2)C2=CC(=NN2C)NC(=O)C=2C(=NC(=CC2)N2CC(OCC2)CO)C